C(C1=CC=CC=C1)OCCOCCCOC(C(C)C1=C(C2=C(NN=N2)C=C1)C)=O 3-[2-(benzyloxy)ethoxy]propyl{4-methyl-1H-benzotriazol-5-yl}propanoate